N=1C=CN2C1C=CC(=C2)C(=O)NCC2CC21CCCCN1C(=O)OC(C)(C)C tert-butyl 2-[(imidazo[1,2-a]pyridine-6-carbonylamino)methyl]-8-azaspiro[2.5]octane-8-carboxylate